S1C(=S)N(C(=O)C1)CC(=O)O rhodanineacetic acid